FC1(CCC(CC1)COC1=NC(=NC=C1F)NC=1C(=NN(C1)C(C#N)(C)C)C)F 2-(4-((4-((4,4-difluorocyclohexyl)methoxy)-5-fluoropyrimidin-2-yl)amino)-3-methyl-1H-pyrazol-1-yl)-2-methylpropanenitrile